((1R,2S,7a'S)-2-fluorodihydro-1'H,3'H-spiro[cyclopropane-1,2'-pyrrolizin]-7a'(5'H)-yl-5',5'-d2)methan-d2-ol F[C@H]1C[C@@]12C[C@@]1(CCC(N1C2)([2H])[2H])C(O)([2H])[2H]